Diethyl-phosphorus C(C)[P]CC